N[C@H](C(=O)N[C@@H](C(=O)N[C@H](CCCCN)C1=NC(=NO1)CC1=CC=CC=C1)CC1=C(C=C(C=C1C)O)C)CCCNC(=N)N (S)-2-amino-N-((R)-1-(((R)-5-amino-1-(3-benzyl-1,2,4-oxadiazol-5-yl)pentyl)amino)-3-(4-hydroxy-2,6-dimethylphenyl)-1-oxopropan-2-yl)-5-guanidino-valeramide